C12N(CC(CC1)C2)S(=O)(=O)C2=CC=C(C=C2)NC(=O)NCC=2C=NC=CC2 1-(4-{2-azabicyclo[2.2.1]heptane-2-sulfonyl}phenyl)-3-(pyridin-3-ylmethyl)urea